CC(C=CCCC)=O HEPTEN-2-ONE